FC(C1=CC=C(C=C1)NC1=C(C=CC=C1)C1=NN=C(O1)CO)(F)F (5-(2-((4-(trifluoromethyl)phenyl)amino)phenyl)-1,3,4-oxadiazol-2-yl)methanol